4-{(6-{[5-Cyclopropyl-1-(oxan-2-yl)-1H-pyrazol-3-yl]amino}-5-methoxy-1,2-benzoxazol-3-yl)[(4-methoxyphenyl)methyl]sulfamoyl}-3,5-dimethoxybenzoic acid C1(CC1)C1=CC(=NN1C1OCCCC1)NC1=CC2=C(C(=NO2)N(S(=O)(=O)C2=C(C=C(C(=O)O)C=C2OC)OC)CC2=CC=C(C=C2)OC)C=C1OC